NC1=CC(=C(C(=C1)C)C=1C=C2C(=CN1)N(N=C2C=2C=NN(C2)C)C(=O)OC(C)(C)C)F tert-Butyl 5-(4-amino-2-fluoro-6-methylphenyl)-3-(1-methyl-1H-pyrazol-4-yl)-1H-pyrazolo[3,4-c]pyridine-1-carboxylate